(R)-3-(((3,6-difluoropyridin-2-yl)(1-methylcyclopentyl)methyl)amino)-4-((3-hydroxy-2-(morpholine-4-carbonyl)pyridin-4-yl)amino)cyclobut-3-ene-1,2-dione FC=1C(=NC(=CC1)F)[C@@H](C1(CCCC1)C)NC=1C(C(C1NC1=C(C(=NC=C1)C(=O)N1CCOCC1)O)=O)=O